CN1N=CC(=C1)N(S(=O)(=O)NC(OC(C)(C)C)=O)C[C@H]1OCCC1 Tert-butyl N-[(1-methyl-1H-pyrazol-4-yl)({[(2S)-oxolan-2-yl]methyl})-sulfamoyl]carbamate